N,N-dimethyl-o-fluoroaniline CN(C1=C(C=CC=C1)F)C